C(C=C)(=O)N1[C@H](CN(CC1)C1=NC(=NC=2CC(CCC12)N1CCC2=CC=C(C=C12)C)OCCN(C)C)CC#N 2-((2S)-1-Acryloyl-4-(2-(2-(dimethylamino)ethoxy)-7-(6-methylindolin-1-yl)-5,6,7,8-tetrahydroquinazolin-4-yl)piperazin-2-yl)acetonitrile